tert-butyl 2-(2-hydroxy-4-pyridyl)-4-oxo-spiro[5,6-dihydro-1H-pyrrolo[3,2-c]pyridine-7,3'-piperidine]-1'-carboxylate OC1=NC=CC(=C1)C1=CC=2C(NCC3(CN(CCC3)C(=O)OC(C)(C)C)C2N1)=O